1-(((R)-7-((2S,4R)-2-(3,5-difluorophenyl)-4-(methylamino)piperidine-1-carbonyl)-7-azaspiro[4.5]dec-10-yl)methyl)-4-phenylpyridin-2(1H)-one FC=1C=C(C=C(C1)F)[C@H]1N(CC[C@H](C1)NC)C(=O)N1CC2(CCCC2)[C@@H](CC1)CN1C(C=C(C=C1)C1=CC=CC=C1)=O